Mononatrium L-Aspartat N[C@@H](CC(=O)O)C(=O)[O-].[Na+]